O1CCC(=CC1)C1=NC=CC=C1C(=O)OC methyl 2-(3,6-dihydro-2H-pyran-4-yl)pyridine-3-carboxylate